COC1=C(C(=C(C(=O)N)C=C1)C)Br methoxy-2-methyl-3-bromobenzamide